3-bromo-5-cyclopropylpyridin-2(1H)-one BrC=1C(NC=C(C1)C1CC1)=O